(S)-6-isopropyl-5-(8-methoxy-[1,2,4]triazolo[1,5-a]pyridin-6-yl)-1-(1-(2-(methylsulfonyl)ethyl)piperidin-3-yl)-1,3-dihydro-2H-benzo[d]imidazol-2-one C(C)(C)C=1C(=CC2=C(N(C(N2)=O)[C@@H]2CN(CCC2)CCS(=O)(=O)C)C1)C=1C=C(C=2N(C1)N=CN2)OC